tert-butyl 4-(isoxazol-3-yl)piperidine-1-carboxylate O1N=C(C=C1)C1CCN(CC1)C(=O)OC(C)(C)C